C(CCCCCCCCCCCCCCCCC)[N-]CCCCCCCCCCCCCCCCCC N,N-distearylamide